O=S1(C[C@@H](C=C1)N1C(C(=CC2=C(C=CC=C12)O)C(=O)N)=O)=O [(3R)-1,1-dioxo-2,3-dihydro-thiophen-3-yl]-5-hydroxy-2-oxo-1H-quinoline-3-carboxamide